C[C@H]1NCCNCC1 (R)-5-methyl-homopiperazine